3-(5-(2-(4-((1-(5-(5-methyl-5H-pyrido[4,3-b]indol-7-yl)pyridin-2-yl)azetidin-3-yl)oxy)piperidin-1-yl)ethoxy)-1-oxoisoindolin-2-yl)piperidine-2,6-dione CN1C2=C(C=3C=CC(=CC13)C=1C=CC(=NC1)N1CC(C1)OC1CCN(CC1)CCOC=1C=C3CN(C(C3=CC1)=O)C1C(NC(CC1)=O)=O)C=NC=C2